1-[9-(4-chlorophenyl)-8-(6-cyano-3-pyridyl)-2-(2-hydroxy-2-methyl-propoxy)purin-6-yl]-4-isopropoxy-piperidine-4-carboxamide ClC1=CC=C(C=C1)N1C2=NC(=NC(=C2N=C1C=1C=NC(=CC1)C#N)N1CCC(CC1)(C(=O)N)OC(C)C)OCC(C)(C)O